C(C)(C)(C)N(C(O)=O)CC1=C(C=C(C=C1F)Br)F.C1(=CC(=CC=C1)P(C1CCCCC1)C1CCCCC1)C1=CC=CC=C1 3-biphenylyl-(dicyclohexyl)phosphine tert-butyl-(4-bromo-2,6-difluorobenzyl)carbamate